Cl.NC\C=C(\CN1N=NC2=C1C=C(C=C2C2=CC(=CC=C2)S(NCC2=CC=C(C=C2)OC)(=O)=O)C(=O)OC)/F methyl (Z)-1-(4-amino-2-fluorobut-2-en-1-yl)-4-(3-(N-(4-methoxybenzyl)sulfamoyl)phenyl)-1H-benzo[d][1,2,3]triazol-6-carboxylate hydrochloride